C(C1=CC=CC=C1)OC1=C2C(=NC(=N1)N1[C@@H]3[C@H](OCC1)CN(C3)C(=O)OC(C)(C)C)N(N=C2)C2=C(C=C(C=C2)F)OCC(=O)OCC tert-butyl (4aS,7aR)-4-[4-benzyloxy-1-[2-(2-ethoxy-2-oxo-ethoxy)-4-fluoro-phenyl]pyrazolo[3,4-d]pyrimidin-6-yl]-2,3,4a,5,7,7a-hexahydropyrrolo[3,4-b][1,4]oxazine-6-carboxylate